[Si](C)(C)(C(C)(C)C)OCCN1CC(CCC1)C1CN(C1)C1=CN=C2C(=N1)N(N=C2C#C[Si](C)(C)C)C(C)C2=C(C=C(C=C2)Cl)Cl 6-(3-(1-(2-((tert-butyldimethylsilyl)oxy)ethyl)piperidin-3-yl)azetidin-1-yl)-1-(1-(2,4-dichlorophenyl)ethyl)-3-((trimethylsilyl)ethynyl)-1H-pyrazolo[3,4-b]pyrazine